3-(but-3-en-1-yl)-1H-indazole C(CC=C)C1=NNC2=CC=CC=C12